2-(4-(dibenzo[b,d]thiophen-4-yl-diphenylsilyl)phenyl)-4,6-diphenyl-1,3,5-triazine C1=CC=C(C=2SC3=C(C21)C=CC=C3)[Si](C3=CC=C(C=C3)C3=NC(=NC(=N3)C3=CC=CC=C3)C3=CC=CC=C3)(C3=CC=CC=C3)C3=CC=CC=C3